(1R,5S,6r)-N-(2-(7,8-dihydro-6H-pyrazolo[4,5,1-ij]quinolin-2-yl)propan-2-yl)-3-azabicyclo[3.1.0]hexane-6-carboxamide N1=C(C=2C=CC=C3CCCN1C23)C(C)(C)NC(=O)C2[C@H]3CNC[C@@H]23